2-(3-(2-((1,5-dimethyl-1H-pyrazol-3-yl)amino)-5-methylpyrimidin-4-yl)-1H-indol-7-yl)-4-(pyridin-3-yl)isoindolin-1-one CN1N=C(C=C1C)NC1=NC=C(C(=N1)C1=CNC2=C(C=CC=C12)N1C(C2=CC=CC(=C2C1)C=1C=NC=CC1)=O)C